(S)-1-(2-hydroxyl-5-((3-methylpiperidin-1-yl)methyl)phenyl)ethan-1-one OC1=C(C=C(C=C1)CN1C[C@H](CCC1)C)C(C)=O